N1=CC=NC2=CC(=CC=C12)B(O)O (6-quinoxalinyl)boranediol